Trimethoxyzirconium ethoxide [O-]CC.CO[Zr+](OC)OC